1-[(3R)-3-[4-amino-3-(4-phenoxyphenyl)pyrazolo[3,4-d]Pyrimidin-1-yl]Piperidin-1-yl]Prop-2-en-1-one NC1=C2C(=NC=N1)N(N=C2C2=CC=C(C=C2)OC2=CC=CC=C2)[C@H]2CN(CCC2)C(C=C)=O